mercury(II) bromide [Hg](Br)Br